FC=1C=C2CC(CC2=CC1)NC(=O)C1=NC(=CC(=C1)NC(OC(C)(C)C)=O)NC1=CC(=CC=C1)F Tert-Butyl (2-((5-fluoro-2,3-dihydro-1H-inden-2-yl)carbamoyl)-6-((3-fluorophenyl)-amino)pyridin-4-yl)carbamate